C1(CC1)C=1N=CN(C1)C1=CC=CC2=C1C(=C(O2)C(=O)NC2=NC(=CC=C2)C2=NN=CN2C(C)C)C (4-cyclopropyl-1H-imidazol-1-yl)-N-(6-(4-isopropyl-4H-1,2,4-triazol-3-yl)pyridin-2-yl)-3-methylbenzofuran-2-carboxamide